3-[5-fluoro-5'-(trifluoromethyl)[3,3'-bipyridin]-2-yl]-3-methoxy-5,5-dimethyl-6-oxocyclohex-1-ene-1-carbonitrile FC=1C=C(C(=NC1)C1(C=C(C(C(C1)(C)C)=O)C#N)OC)C=1C=NC=C(C1)C(F)(F)F